C[Si](OCCC)(OCCC)C dimethyl-di-n-Propoxysilane